4-chloro-2-((4-(2-(diethylamino)ethoxy)phenyl)amino)-6-(4-((4-methoxybenzyl)oxy)phenyl)-8-methylpyrido[2,3-d]pyrimidin-7(8H)-one ClC=1C2=C(N=C(N1)NC1=CC=C(C=C1)OCCN(CC)CC)N(C(C(=C2)C2=CC=C(C=C2)OCC2=CC=C(C=C2)OC)=O)C